C(C)(=O)C=1C=C(C=CC1)N1N=CC=2C(C1=O)=C(N(C2C)C2=CC(=CC=C2)OC)C 2-(3-acetylphenyl)-6-(3-methoxyphenyl)-5,7-dimethyl-2,6-dihydro-1H-pyrrolo[3,4-d]pyridazin-1-one